((1R,5S)-8-(7-(3-hydroxynaphthalen-1-yl)-2-(((S)-1-methylpyrrolidin-2-yl)methoxy)quinazolin-4-yl)-3,8-diazabicyclo[3.2.1]octan-3-yl)(1H-1,2,4-triazol-5-yl)methanone OC=1C=C(C2=CC=CC=C2C1)C1=CC=C2C(=NC(=NC2=C1)OC[C@H]1N(CCC1)C)N1[C@H]2CN(C[C@@H]1CC2)C(=O)C2=NC=NN2